(R)-2,4,6-trimethylphenyl-(3-methoxyphenyl)(2-(3-methylpyridin-2-yl)ethyl)phosphorus oxide CC1=C(C(=CC(=C1)C)C)[P@@](CCC1=NC=CC=C1C)(C1=CC(=CC=C1)OC)=O